C1(=C2N(C=N1)CCC2)C(C(=O)NC=2SC=CN2)N2C(C1=C(C=C2)C=C(S1)C1=CC=C(C=C1)C1CCN(CC1)C)=O 2-(6,7-Dihydro-5H-pyrrolo[1,2-c]imidazol-1-yl)-2-(2-(4-(1-methylpiperidin-4-yl)phenyl)-7-oxothieno[2,3-c]pyridin-6(7H)-yl)-N-(thiazol-2-yl)acetamide